ClC1=CC=C(C(=N1)C1=C(C=NC=C1)F)NC(C)C=1C=2C3=C(N(C(C2C=C(C1)C)=O)C)N(N=C3)CCN3CCOCC3 9-(1-((6-chloro-3'-fluoro-[2,4'-bipyridin]-3-yl)amino)ethyl)-4,7-dimethyl-3-(2-morpholinoethyl)-3,4-dihydro-5H-pyrazolo[3,4-c]isoquinolin-5-one